o-chlorotoluene CC1=CC=CC=C1Cl